3-acetoxypropane ammonium [NH4+].C(C)(=O)OCCC